tert-Butyl (2-(2-(2-(3-(5H-pyrido[4,3-b]indol-7-yl)propanamido)ethoxy)ethoxy)ethyl)carbamate C1=NC=CC=2NC=3C=C(C=CC3C21)CCC(=O)NCCOCCOCCNC(OC(C)(C)C)=O